ClC1=CC(=C(COC2=CC=CC(=N2)C2CCN(CC2)[C@@H](C)C2=NC=3C(=NC(=CC3)C(=O)OC)N2C[C@H]2OCC2)C=C1)F Methyl 2-((S)-1-(4-(6-((4-chloro-2-fluorobenzyl) oxy) pyridin-2-yl) piperidin-1-yl) ethyl)-3-(((S)-oxetan-2-yl) methyl)-3H-imidazo[4,5-b]pyridine-5-carboxylate